C(#N)C1=CC2=C(N(C(N=C2N2C[C@H](N(C[C@@H]2C)C(=O)OC(C)(C)C)C)=O)C=2C(=NC=CC2C)C(C)C)N=C1N1CCCCC1 tert-butyl (2R,5S)-4-(6-cyano-1-(2-isopropyl-4-methylpyridin-3-yl)-2-oxo-7-(piperidin-1-yl)-1,2-dihydropyrido[2,3-d]pyrimidin-4-yl)-2,5-dimethylpiperazine-1-carboxylate